Cl\C=C(/C(F)(F)F)\F (E)-1-Chloro-2,3,3,3-tetrafluoropropen